9,10-diisopropyloxyanthracene cis-racemic-ethyl-3-(1-(tert-butoxycarbonyl)-4-cyano-3-ethylpiperidin-4-yl)-6-(2-ethoxyphenyl)picolinate C(C)OC(C1=NC(=CC=C1[C@]1([C@@H](CN(CC1)C(=O)OC(C)(C)C)CC)C#N)C1=C(C=CC=C1)OCC)=O.C(C)(C)OC=1C2=CC=CC=C2C(=C2C=CC=CC12)OC(C)C |r|